C(C)(=O)OC1=C(C(=NC(=C1Cl)C)C(=C)OCC)Cl methyl-[3,5-dichloro-2-(1-ethoxyvinyl)-4-pyridinyl] acetate